C(C)(=O)N1CCN(CC1)CCOC1=CC=C(C=C1)NC(OC(C)(C)C)=O tert-Butyl (4-(2-(4-acetylpiperazin-1-yl)ethoxy)phenyl)carbamate